triazaphenyl thiol C1(=NN=NC=C1)S